fluoroethyl-L-tyrosine FCCN[C@@H](CC1=CC=C(C=C1)O)C(=O)O